iminoiminodiacetic acid N=C(C(=O)O)NCC(=O)O